{[4-(6-bromo-2-chloro-8-fluoro-4-hydroxyquinazolin-7-yl)-3-cyanobenzo[b]thiophen-2-yl]amino}methane BrC=1C=C2C(=NC(=NC2=C(C1C1=CC=CC=2SC(=C(C21)C#N)NC)F)Cl)O